FC=1C(=NC=NC1)C1=CC2=C(OCCN2C(C)C)C(=C1)F 5-fluoro-4-(8-fluoro-4-isopropyl-3,4-dihydro-2H-benzo[b][1,4]oxazin-6-yl)pyrimidin